C(CCCCCCCCCCC)C=1C(=C(C(C(=O)O)=CC1)C(=O)O)CCCCCCCCCCCC.C(C=1C(C(=O)O)=CC=CC1)(=O)OCCCCCCCCCCCCCCCCCCCCCC behenyl phthalate (didodecyl phthalate)